NCCC[SiH2]CCCN 3-aminopropyl-aminopropyl-silane